3-(3-bromopropyloxy)-5,7-dimethoxy-2-(3,4,5-trimethoxyphenyl)-4H-chromen-4-one BrCCCOC1=C(OC2=CC(=CC(=C2C1=O)OC)OC)C1=CC(=C(C(=C1)OC)OC)OC